2,5-dioxopyrrolidin-1-yl 14-azido-3,6,9,12-tetraoxatetradecanoate N(=[N+]=[N-])CCOCCOCCOCCOCC(=O)ON1C(CCC1=O)=O